CC1(NC(C2=C1SC(=C2)C2=NC(=NC=C2C(F)(F)F)N[C@@H]2[C@@H](CN(CC2)S(=O)(=O)C)C)=O)C 6,6-Dimethyl-2-(2-(((3R,4S)-3-methyl-1-(methylsulfonyl)piperidin-4-yl)amino)-5-(trifluoro-methyl)pyrimidin-4-yl)-5,6-dihydro-4H-thieno[2,3-c]pyrrol-4-one